C12CC(C1)(C2)NC(=O)C=2C(N(C1=CC=CC=C1C2)C)=O N-(3-Bicyclo[1.1.1]pentanyl)-1-methyl-2-oxo-quinoline-3-carboxamide